7-(8-fluoro-7-(8-(fluoromethyl)naphthalen-1-yl)-2-((hexahydro-1H-pyrrolizin-7a-yl)methoxy)pyrido[4,3-d]pyrimidin-4-yl)-1,3,7-triazaspiro[4.5]decane-2,4-dione FC1=C(N=CC2=C1N=C(N=C2N2CC1(C(NC(N1)=O)=O)CCC2)OCC21CCCN1CCC2)C2=CC=CC1=CC=CC(=C21)CF